ClC1=C(C=C(CC2C(N(CCC2)C2=NN(N=C2)C2=CN=NC=C2)=O)C=C1)F 3-(4-chloro-3-fluorobenzyl)-1-(2-(pyridazin-4-yl)-2H-1,2,3-triazol-4-yl)piperidin-2-one